3,3,6,7-Tetramethyl-4-(p-tolylamino)-3,4-dihydroquinolin-2(1H)-one CC1(C(NC2=CC(=C(C=C2C1NC1=CC=C(C=C1)C)C)C)=O)C